CN1C=NC(=C1)C=1C=C(C=C2C=C(NC12)C1=CC=C(C=C1)C(F)(F)F)C(=O)O 7-(1-Methyl-1H-imidazol-4-yl)-2-(4-(trifluoromethyl)phenyl)-1H-indole-5-carboxylic acid